6-chloro-3,10-diazapentacyclo-[10.7.1.02,10.04,9.016,20]icosa-1(19),2,4(9),5,7,12,14,16(20),17-nonaen-11-one ClC1=CC=2N=C3C4=CC=CC=5C=CC=C(C(N3C2C=C1)=O)C45